C(=O)(OC(C)(C)C)C(C(=O)O)(CCCCC(=O)OC(C)(C)C)N 2,6-Di-Boc-aminocaproic acid